NC=1N=C2N(C=C(C=C2)C=2C=CC3=C(C=CO3)C2)C1C(=O)[C@H]1[C@H](C1)F (2-amino-6-(benzofuran-5-yl)imidazo[1,2-a]pyridin-3-yl)((1S,2S)-2-fluorocyclopropyl)methanone